C(C)OP(=O)(OCC)C1=CC(=C(C=C1)NC(OC(C)(C)C)=O)OC tert-butyl (4-(diethoxyphosphoryl)-2-methoxyphenyl)carbamate